BrC1=C(C=CC(=C1Cl)[N+](=O)[O-])Cl 2-bromo-1,3-dichloro-4-nitrobenzene